[Br-].N[NH3+] 2-hydrazinium bromide